ClC1=CC=C(C=C1)[C@@]1(N(C(C2=CC(=CC=C12)C(C)(C)O)=O)CC1=CC=C(C=C1)Cl)OCC1C(CC1)CO (3R)-3-(4-chlorophenyl)-2-[(4-chlorophenyl)methyl]-3-{[2-(hydroxymethyl)cyclobutyl]methoxy}-6-(2-hydroxyprop-2-yl)-2,3-dihydro-1H-isoindol-1-one